2-[acetyl-(2-chlorobenzyl)amino]-7-chloro-6-hydroxy-N-methyl-1-benzothiophene-3-carboxamide C(C)(=O)N(C=1SC2=C(C1C(=O)NC)C=CC(=C2Cl)O)CC2=C(C=CC=C2)Cl